COC(=O)[C@H]1O[C@]([C@H]([C@H]1C1=C(C(=C(C=C1)F)C)O)C)(C(F)(F)F)C |r| rac-(2s,3s,4s,5r)-3-(4-fluoro-2-hydroxy-3-methylphenyl)-4,5-dimethyl-5-(trifluoromethyl)tetrahydrofuran-2-carboxylic acid methyl ester